N1CC(C1)N1N=CC(=C1)C(=O)N1CCC2=CC(=CC=C12)S(=O)(=O)N1CCN(CC1)C1=NC(=CC(=C1)C(F)(F)F)Cl [1-(Azetidin-3-yl)pyrazol-4-yl]-[5-[4-[6-chloro-4-(trifluoromethyl)-2-pyridyl]piperazin-1-yl]sulfonylindolin-1-yl]methanone